(S)-N-(5-((5-chloropyridin-2-yl)oxy)-2-methoxyphenyl)-1-methyl-5-oxopyrrolidine-2-carboxamide ClC=1C=CC(=NC1)OC=1C=CC(=C(C1)NC(=O)[C@H]1N(C(CC1)=O)C)OC